[O-]S(=O)(=O)C(F)(F)F.FC1=CC=C(C=C1)C(=C[S+]1CCCC1)C1=CC=C(C=C1)F 1-(2,2-di(4-fluorophenyl)vinyl)tetrahydro-1H-thiophen-1-ium triflate